Cl.Cl.Cl.CC1=CN=C(N=N1)N[C@H]1C[C@@H](CC1)N |o1:11,13| rel-(1R,3R)-N1-(6-Methyl-1,2,4-triazin-3-yl)cyclopentane-1,3-diamine 3HCl